C1(CC=CCC1)C(=O)OCC=C(C)C 1-(3-methylbutan-2-enyl) cyclohex-3-en-1-carboxylate